N-((4-aminopiperidin-2-yl)methyl)-6-(4-fluorophenyl)-1H-indole-2-carboxamide NC1CC(NCC1)CNC(=O)C=1NC2=CC(=CC=C2C1)C1=CC=C(C=C1)F